4-(6-(4-(4-(4-methylpiperazin-1-yl)piperidine-1-carbonyl)phenyl)imidazo[1,2-b]pyridazin-3-yl)benzonitrile CN1CCN(CC1)C1CCN(CC1)C(=O)C1=CC=C(C=C1)C=1C=CC=2N(N1)C(=CN2)C2=CC=C(C#N)C=C2